COC1=CC(=C(C(=C1C(\C=C\C=1SC(=CC1)C)=O)OCOC)CC=C(C)C)OCOC (E)-1-(6-methoxy-2,4-bis(methoxymethoxy)-3-(3-methylbut-2-en-1-yl)phenyl)-3-(5-methylthiophen-2-yl)prop-2-en-1-one